2-Bromo-4-chloroaniline-3-d BrC1=C(N)C=CC(=C1[2H])Cl